phosphoric acid dihydrogen phosphate P(=O)(O)(O)O.P(O)(O)(O)=O